ClC1=C(CN2C=3N(C4=CC=CC=C4C2=O)C=C(N3)C(=O)NCC=3OC=CC3)C=CC=C1 4-(2-chlorobenzyl)-N-(furan-2-ylmethyl)-5-oxo-4,5-dihydroimidazo[1,2-a]quinazoline-2-carboxamide